tert-butyl N-[(1S)-1-(hydrazinecarbonyl)-3-methyl-butyl]carbamate N(N)C(=O)[C@H](CC(C)C)NC(OC(C)(C)C)=O